FC(N1N=CC(=C1)C1=NN=C(O1)C=O)(F)F (5-(1-(trifluoromethyl)-1H-pyrazol-4-yl)-1,3,4-oxadiazol-2-yl)methanone